ClC=1N=CC2=C(N1)C1(OC2)COCC1 2'-chloro-4,5-dihydro-2H,5'H-spiro[furan-3,7'-furo[3,4-d]pyrimidine]